COC1=CC=C(C=C1)S(=O)(=O)NC1=CC=C(C=C1)C1=NNC(=C1C(=O)N)NC1=NC=CN=C1 3-(4-((4-methoxyphenyl)sulfonamido)phenyl)-5-(pyrazin-2-ylamino)-1H-pyrazole-4-carboxamide